FC(C(=O)[O-])C(=O)[O-].[Ba+2] barium fluoromalonate